FC(OC=1C=C(C=CC1)C1=CC(=CO1)C(=O)NC1=NC(=NS1)CC(C)=O)F 5-(3-(Difluoromethoxy)phenyl)-N-(3-(2-oxopropyl)-1,2,4-thiadiazol-5-yl)furan-3-carboxamide